ClC1=CC=C(C=C1)C1CCC(CC1)C1=C(C(C2=CC=CC=C2C1=O)=O)OCCCCCCCCCCC(=O)OCC ethyl 11-((3-((1R,4R)-4-(4-chlorophenyl)cyclohexyl)-1,4-dioxo-1,4-dihydronaphthalen-2-yl)oxy)undecanoate